1'-(1-(3-chloro-4-oxo-4,5-dihydropyrazolo[1,5-a]quinoxalin-7-yl)ethyl)-3'-fluoro-N-methyl-1',2',3',6'-tetrahydro-[3,4'-bipyridine]-6-carboxamide ClC=1C=NN2C1C(NC1=CC(=CC=C21)C(C)N2CC(C(=CC2)C=2C=NC(=CC2)C(=O)NC)F)=O